FC=1C=C(C#N)C=C(C1)[C@H]1N(OCC1)C(=O)[C@@H]1CC[C@H](CC1)CC=1C=C2C(NCC2=C(C1)F)=O trans-3-fluoro-5-[(3S)-2-[4-[(7-fluoro-3-oxo-isoindolin-5-yl)methyl]cyclohexanecarbonyl]isoxazolidin-3-yl]benzonitrile